BrC1=NN(C(=C1)[C@H](C)N[S@](=O)C(C)(C)C)C[C@H](C)O (R)-N-((S)-1-(3-bromo-1-((S)-2-hydroxypropyl)-1H-pyrazol-5-yl)ethyl)-2-methylpropan-2-sulfinamide